C(C)OC1=C(C=CC=C1)C(=O)N1CCC(CC1)CCCCNC(=O)C1=CC=2C=NC=CC2N1 N-(4-{1-[(2-ethoxyphenyl)carbonyl]piperidin-4-yl}butyl)-1H-pyrrolo[3,2-c]pyridine-2-carboxamide